ClC1=NC(=NC(=N1)C1=CC=CC=C1)C1=CC(=CC=C1)C1=CC=2C3(C4=CC=CC=C4C2C=C1)CCCCC3 2-chloro-4-phenyl-6-(3-(spiro[cyclohexane-1,9'-fluoren]-2'-yl)phenyl)-1,3,5-triazine